1-(5-chloropentyl)benzimidazole ClCCCCCN1C=NC2=C1C=CC=C2